ClC1=CC=C(C=C1)C=1N(C2=CC=CC=C2C1)C1CCN(CC1)[C@@H]1CC[C@@H](CC1)C(C)C 2-(4-chlorophenyl)-1-(1-(cis-4-isopropylcyclohexyl)piperidin-4-yl)-1H-indole